C1(CC1)NC(C1=NC=C(C=C1)N1[C@H](C2=C(CC1)NC=N2)C2=NN1C(C(=CC=C1)F)=C2)=O (R)-N-cyclopropyl-5-(4-(4-fluoropyrazolo[1,5-a]pyridin-2-yl)-1,4,6,7-tetrahydro-5H-imidazo[4,5-c]pyridin-5-yl)picolinamide